BrC1=CC=C(C=C1)N1C(N(C2(C1)CCN(CC2)C)CC2=CC(=CC=C2)OC)=O 3-(4-bromophenyl)-1-(3-methoxybenzyl)-8-methyl-1,3,8-triazaspiro[4.5]decan-2-one